2-(2-((5-chloro-2-methylphenyl)sulfonyl)-6-fluorophenyl)-1,3-dioxolane ClC=1C=CC(=C(C1)S(=O)(=O)C1=C(C(=CC=C1)F)C1OCCO1)C